N-[2-chloro-3-[2-chloro-3-[(4-oxo-6,7-dihydro-5H-pyrazolo[1,5-a]pyridine-2-carbonyl)amino]phenyl]phenyl]-4,5,6,7-tetrahydrothiazolo[5,4-c]pyridine-2-carboxamide ClC1=C(C=CC=C1C1=C(C(=CC=C1)NC(=O)C1=NN2C(C(CCC2)=O)=C1)Cl)NC(=O)C=1SC=2CNCCC2N1